C(C)N1N=CC(=C1)CN1C(N(C=C1C)C1=NC(=CC(=C1F)C(F)(F)F)N1C[C@H](OCC1)C)=O 3-[(1-ethyl-1H-pyrazol-4-yl)methyl]-1-{3-fluoro-6-[(2R)-2-methylmorpholin-4-yl]-4-(trifluoromethyl)pyridin-2-yl}-4-methyl-1,3-dihydro-2H-imidazol-2-one